methyl 3-bromo-6-(2,2-dimethyltetrahydro-2H-pyran-4-yl)-1-methyl-1H-indole-2-carboxylate BrC1=C(N(C2=CC(=CC=C12)C1CC(OCC1)(C)C)C)C(=O)OC